C(C)(C)(C)OC(N(CCOCCOCCOC1=C(C=CC=C1)[N+](=O)[O-])C)=O methyl-(2-{2-[2-(2-Nitro-phenoxy)-ethoxy]-ethoxy}-ethyl)-carbamic acid tert-butyl ester